4-chloro-3-fluoro-5-neopentylpyridine ClC1=C(C=NC=C1CC(C)(C)C)F